C(CCC(=O)O)(=O)O.C(CCC(=O)O)(=O)O.ClC=1C=CC(=C(CN2C[C@@H](CC2)CN(C)C)C1)OCC (S)-1-(1-(5-chloro-2-ethoxybenzyl)pyrrolidin-3-yl)-N,N-dimethyl-methanamine disuccinate